C1(CC1)C1=C(C(=NO1)C1=C(C=CC=C1Cl)Cl)COC1CCN(CC1)C1=CC=C(C=N1)C1=NNC(O1)=O 5-(6-(4-((5-cyclopropyl-3-(2,6-dichlorophenyl)isoxazol-4-yl)methoxy)piperidin-1-yl)pyridin-3-yl)-1,3,4-oxadiazol-2(3H)-one